(S)-9-amino-4-ethyl-8-fluoro-4-hydroxy-1,12-dihydro-14H-pyrano[3',4':6,7]indolizino[1,2-b]quinoline-3,14(4H)-dione NC1=CC=2C=C3C(=NC2C=C1F)C1=CC2=C(C(N1C3)=O)COC([C@]2(O)CC)=O